1-(3,3-dimethyl-1-cyclopenten-1-yl) ethyl malonate C(CC(=O)OCC)(=O)OC1=CC(CC1)(C)C